7-[2-Methyl-8-(trifluoromethyl)imidazo[1,2-b]pyridazin-6-yl]-2-(4-piperidyl)-[1,3,4]thiadiazolo[3,2-a]pyrimidin-5-on CC=1N=C2N(N=C(C=C2C(F)(F)F)C=2N=C3N(C(C2)=O)N=C(S3)C3CCNCC3)C1